C(C)(=O)C(CC(C)O)CCCC 4-Acetyl-2-hydroxyoctane